tert-butyl N-[1-(pyrimidin-2-yl)-5-(trifluoromethyl)-1H-pyrazol-4-yl]carbamate N1=C(N=CC=C1)N1N=CC(=C1C(F)(F)F)NC(OC(C)(C)C)=O